FC1=C2C=CNC2=CC(=C1OC=1C=CC(=C(C1)C=1NC=C(N1)C(=O)[O-])F)F 2-[5-[(4,6-difluoro-1H-indol-5-yl)oxy]-2-fluoro-phenyl]-1H-imidazole-4-carboxylate